C/C(/C(=O)OCC)=C\C(CC(=O)OC1=CC=CC=C1)(C)C (E)-ethyl 2,4,4-trimethyl-5-phenoxycarbonyl-2-pentenoate